1-[(4-methoxyphenyl)carbonyl]piperidin COC1=CC=C(C=C1)C(=O)N1CCCCC1